cis-2-[[4-(3-isoquinolinylmethyl)pyrazolo[1,5-a]pyridine-3-carbonyl]amino]spiro[3.3]heptane-6-carboxylic acid C1=NC(=CC2=CC=CC=C12)CC=1C=2N(C=CC1)N=CC2C(=O)NC2CC1(C2)CC(C1)C(=O)O